N-methoxy-N,1-dimethyl-3-propyl-1H-pyrazole-5-carboxamide CON(C(=O)C1=CC(=NN1C)CCC)C